hexylenebisstearamide tert-butyl-6-[[4-(methylamino)-2-methylsulfanyl-pyrimidin-5-yl]methylamino]-3-azabicyclo[4.1.0]heptane-3-carboxylate C(C)(C)(C)OC(=O)N1CC2CC2(CC1)NCC=1C(=NC(=NC1)SC)NC.C(CCCCCCCCCCCCCCCCCCCCCCC(=O)N)CCCCCCCCCCCCCCCCCC(=O)N